tert-butyl (1R,3S,4S)-3-hydroxy-4-methylcyclopentane-1-carboxylate O[C@H]1C[C@@H](C[C@@H]1C)C(=O)OC(C)(C)C